N(=[N+]=[N-])[C@H](C(=O)OC)C(C)C methyl (2S)-2-azido-3-methylbutyrate